1-(4-{4-[2-(5-chloro-2-fluorophenyl)acetamido]-1H-1,2,3-triazol-1-yl}butyl)-N-{[3-(trifluoromethoxy)phenyl]methyl}-1H-1,2,3-triazole-4-carboxamide ClC=1C=CC(=C(C1)CC(=O)NC=1N=NN(C1)CCCCN1N=NC(=C1)C(=O)NCC1=CC(=CC=C1)OC(F)(F)F)F